C(C)OC(CC1=CC(=CC(=C1)C)C=1C(NC2=CC(=C(C=C2C1)C1=CC=C(C=C1)C1=C(C=CC=C1)O)Cl)=O)=O 2-(3-(7-chloro-6-(2'-hydroxy-[1,1'-biphenyl]-4-yl)-2-oxo-1,2-dihydroquinolin-3-yl)-5-methylphenyl)acetic acid ethyl ester